methyl 2-[(2S,3R)-3-[tert-butyl (dimethyl) silyl] oxy-2-(cyclopentoxy)-3-(3,5-dimethoxy-4-methyl-phenyl) propyl]-4-methoxy-pyrazolo[1,5-a]pyridine-7-carboxylate [Si](C)(C)(C(C)(C)C)O[C@@H]([C@H](CC1=NN2C(C(=CC=C2C(=O)OC)OC)=C1)OC1CCCC1)C1=CC(=C(C(=C1)OC)C)OC